ClC1=C(CN2CCC(CC2)C(CC(CC)C)=O)C=CC=C1 1-(1-(2-chlorobenzyl)piperidin-4-yl)-3-methylpentan-1-one